C(C)(C)(C)OC(=O)N1[C@H](C[C@@H](C1)N1N=C(C=2C1=NC=NC2N)C#CC2=CC1=C(NN=N1)C=C2)COC (2r,4s)-4-(3-((1H-benzo[d][1,2,3]triazol-5-yl)ethynyl)-4-amino-1H-pyrazolo[3,4-d]pyrimidin-1-yl)-2-(methoxymethyl)pyrrolidine-1-carboxylic acid tert-butyl ester